N-Methyl-3-(1-methyl-1H-imidazol-4-yl)-4-((3-(trifluoromethyl)benzyl)amino)benzenesulfonamide CNS(=O)(=O)C1=CC(=C(C=C1)NCC1=CC(=CC=C1)C(F)(F)F)C=1N=CN(C1)C